N[C@H](C(=O)N)CC1=CNC2=CC=CC(=C12)C (2S)-2-amino-3-(4-methyl-1H-indol-3-yl)propanamide